N[C@H](CO)CN1N=C(N=N1)C1=NC=C(C=C1)OC1=NC=C(C=C1F)C1=CC=NN1 (S)-2-amino-3-(5-(5-((3-fluoro-5-(1H-pyrazol-5-yl)pyridin-2-yl)oxy)pyridin-2-yl)-2H-tetrazol-2-yl)propan-1-ol